1-imino-1,3-dihydrospiro[indene-2,4'-piperidin] N=C1C2=CC=CC=C2CC12CCNCC2